N1=CNC2=NC=CC(=C21)C=2C=NN(C2)C2=CC=C(C=N2)C(CCNC(=O)C2CCCC2)C(F)(F)F N-(3-(6-(4-(3H-imidazo[4,5-b]pyridin-7-yl)-1H-pyrazol-1-yl)pyridin-3-yl)-4,4,4-trifluorobutyl)cyclopentanecarboxamide